2-methyl-8-{[4-(trifluoromethyl)phenyl]Methyl}-2H,8H-pyrazolo[3,4-b]Indole CN1N=C2N(C3=CC=CC=C3C2=C1)CC1=CC=C(C=C1)C(F)(F)F